BrC1=C(C=CC=C1)C(CO)O (2-bromophenyl)ethane-1,2-diol